bisstyryl-biphenyl C(=CC1=CC=CC=C1)C1=CC=C(C=C1)C1=CC=C(C=C1)C=CC1=CC=CC=C1